methyl pent-4-ynoate C(CCC#C)(=O)OC